2-chlorophenyl-2-(4-cyanophenylamino)-pyrimidin-4-ylketone-N-(4-chlorophenyl) semicarbazone ClC1=CC=C(C=C1)N(N=C(C1=NC(=NC=C1C1=C(C=CC=C1)Cl)NC1=CC=C(C=C1)C#N)C1=NC(=NC=C1C1=C(C=CC=C1)Cl)NC1=CC=C(C=C1)C#N)C(=O)N